4-[7-(1-cyano-1-methyl-ethyl)imidazo[1,2-a]pyridin-3-yl]-2-(difluoromethoxy)-6-methoxy-N-(oxetan-3-ylmethyl)benzamide C(#N)C(C)(C)C1=CC=2N(C=C1)C(=CN2)C2=CC(=C(C(=O)NCC1COC1)C(=C2)OC)OC(F)F